4,7-bis-undecyl-1,10-phenanthroline C(CCCCCCCCCC)C1=CC=NC2=C3N=CC=C(C3=CC=C12)CCCCCCCCCCC